4-(5-chloro-2-hydroxyphenyl)-6-(2,6-dimethylphenyl)-1-(4-methoxyphenyl)-3-(4-nitrophenyl)-5,6-dihydro-1H-pyrrolo[3,4-b]pyridine-2,7-dione ClC=1C=CC(=C(C1)C=1C2=C(N(C(C1C1=CC=C(C=C1)[N+](=O)[O-])=O)C1=CC=C(C=C1)OC)C(N(C2)C2=C(C=CC=C2C)C)=O)O